tert-butyl 4-{4-[1-(2,6-dioxopiperidin-3-yl)-3-methyl-2-oxo-1,3-benzodiazol-4-yl]phenyl}piperazine-1-carboxylate O=C1NC(CCC1N1C(N(C2=C1C=CC=C2C2=CC=C(C=C2)N2CCN(CC2)C(=O)OC(C)(C)C)C)=O)=O